fluoro-[1,1'-biphenyl]-2-carboxylic acid FC1=C(C(=CC=C1)C1=CC=CC=C1)C(=O)O